(S)-1-(3-(4-amino-3-((3-fluoro-2-methoxypyridin-4-yl)ethynyl)-7-methyl-1H-pyrazolo[4,3-c]pyridin-1-yl)pyrrolidin-1-yl)prop-2-en-1-one NC1=NC=C(C2=C1C(=NN2[C@@H]2CN(CC2)C(C=C)=O)C#CC2=C(C(=NC=C2)OC)F)C